(4R,5R)-(+)-O-[1-Benzyl-1-(5-methyl-2-phenyl-4,5-dihydrooxazol-4-yl)-2-phenylethyl] (dicyclohexylphosphinite) C1(CCCCC1)P(OC(CC1=CC=CC=C1)([C@@H]1N=C(O[C@@H]1C)C1=CC=CC=C1)CC1=CC=CC=C1)C1CCCCC1